5-(4-(1-(4-Amino-5-methoxy-2-(1-methyl-1H-pyrazol-4-yl)phenyl)piperidin-4-yl)Piperazin-1-yl)-2-(2,6-dioxopiperidin-3-yl)isoindoline-1,3-dione NC1=CC(=C(C=C1OC)N1CCC(CC1)N1CCN(CC1)C=1C=C2C(N(C(C2=CC1)=O)C1C(NC(CC1)=O)=O)=O)C=1C=NN(C1)C